pentachlorobutane-1,3-diene ClC=C(C(=C(Cl)Cl)Cl)Cl